OCC1C(C1)N1C=NC2=CC=CC(=C2C1=O)C 3-(2-(hydroxymethyl)cyclopropyl)-5-methylquinazolin-4(3H)-one